3-{[2-(4-chlorophenyl)imidazo[1,2-a]pyridin-3-yl]methyl}-3,8-diazabicyclo[3.2.1]octane-8-carboxamide ClC1=CC=C(C=C1)C=1N=C2N(C=CC=C2)C1CN1CC2CCC(C1)N2C(=O)N